(7S,8R)-rel-(2R,8aS)-2-(2,3-dichloro-6-hydroxyphenyl)-7,8-dihydroxy-hexahydro-1H-indolizin-5-one ClC1=C(C(=CC=C1Cl)O)[C@H]1C[C@H]2[C@H]([C@H](CC(N2C1)=O)O)O |o1:9,11|